tert-butyl N-[[3-[[3-amino-6-[4-(9-hydroxy-1,1-dimethyl-3-tetrahydropyran-2-yloxy-nonyl)sulfonylphenyl]pyrazine-2-carbonyl]amino]-2-hydroxy-phenyl]methyl]-N-methyl-carbamate NC=1C(=NC(=CN1)C1=CC=C(C=C1)S(=O)(=O)C(CC(CCCCCCO)OC1OCCCC1)(C)C)C(=O)NC=1C(=C(C=CC1)CN(C(OC(C)(C)C)=O)C)O